(R)-2-(2-((1-(2-(4,4-dimethylpiperidin-1-yl)-6-methyl-4-oxo-4H-chromen-8-yl)ethyl)amino)phenyl)acetic acid CC1(CCN(CC1)C=1OC2=C(C=C(C=C2C(C1)=O)C)[C@@H](C)NC1=C(C=CC=C1)CC(=O)O)C